S(=O)(=O)([O-])OOS(=O)(=O)[O-].C(CCCCCCC)[N+](C)(CCCCCCCC)CCCCCCCC.C(CCCCCCC)[N+](CCCCCCCC)(CCCCCCCC)C trioctylmethyl-ammonium persulfate